N-(2-(3-(2-((1,5-dimethyl-1H-pyrazol-3-yl)amino)-5-methylpyrimidin-4-yl)-1H-indol-7-yl)-1-oxoisoindolin-4-yl)piperidine-3-carboxamide copper naphthalate C1(=CC=CC2=CC=CC=C12)C(=O)[O-].[Cu+2].CN1N=C(C=C1C)NC1=NC=C(C(=N1)C1=CNC2=C(C=CC=C12)N1C(C2=CC=CC(=C2C1)NC(=O)C1CNCCC1)=O)C.C1(=CC=CC2=CC=CC=C12)C(=O)[O-]